3-(trifluoromethoxy)pyridin-2-ol FC(OC=1C(=NC=CC1)O)(F)F